((4-chloro-1H-pyrrolo[2,3-b]Pyridin-5-yl)ethynyl)phenol ClC1=C2C(=NC=C1C#CC1=C(C=CC=C1)O)NC=C2